bis(α,α-dimethylbenzyl)diphenylamine CC(C1=CC=CC=C1)(C)C=1C(=C(C=CC1)NC1=CC=CC=C1)C(C1=CC=CC=C1)(C)C